Cl.C1(=CC=CC=C1)NC(CN)=O N1-phenyl-glycinamide hydrochloride